FC(C)(F)C1=CC=C(C=N1)CNC1CC1 N-((6-(1,1-difluoroethyl)pyridin-3-yl)methyl)cyclopropanamine